C(C)C=1C=CC=C2C=C(C=CC12)O 8-ethyl-3-naphthol